COC([C@@H](NC(=O)OC(C)(C)C)CO[Si](C)(C)C(C)(C)C)=O N-(tert-butoxycarbonyl)-O-(tert-butyldimethylsilyl)-L-serine methyl ester